O-(mesitylenesulfonyl)hydroxylamine C1(=C(C(=CC(=C1)C)C)S(=O)(=O)ON)C